4-butoxy-N-(5,6-difluoro-1H-indol-3-yl)benzamide C(CCC)OC1=CC=C(C(=O)NC2=CNC3=CC(=C(C=C23)F)F)C=C1